3-(3,5-dimethyl-1-(3-methyl-[1,2,4]triazolo[4,3-b]pyridazin-6-yl)-1H-pyrazol-4-yl)-1-(4-(3-methyl-5-nitrobenzyl)piperazin-1-yl)propan-1-one CC1=NN(C(=C1CCC(=O)N1CCN(CC1)CC1=CC(=CC(=C1)[N+](=O)[O-])C)C)C=1C=CC=2N(N1)C(=NN2)C